C1(=CC=CC=C1)[C@H](CN1CCC(CC1)OCCC)NS(=O)(=O)C1=CC=C(C=C1)OC(F)(F)F (R)-N-(1-phenyl-2-(4-propoxypiperidin-1-yl)ethyl)-4-(trifluoromethoxy)benzenesulfonamide